ethyl 5-(1-(bromomethyl)-3-(cyclopropylmethoxy) propoxy)-1H-pyrazole-3-carboxylate BrCC(CCOCC1CC1)OC1=CC(=NN1)C(=O)OCC